2-bromo-1-(6-fluorochroman-2-yl)ethanone BrCC(=O)C1OC2=CC=C(C=C2CC1)F